C(C)OC1=CC=C(C=C1)C(CC=O)C[N+](=O)[O-] 3-(4-ethoxyphenyl)-4-nitro-butan-1-one